4-(2-chloroethyl)-1H-pyrazole HCl salt Cl.ClCCC=1C=NNC1